ClC1=CC=C(C=N1)NC1=NC=CC2=CC(=CC=C12)OCC=1C=NNC1C1CC1 N-(6-chloropyridin-3-yl)-6-((5-cyclopropyl-1H-pyrazol-4-yl)methoxy)isoquinolin-1-amine